8-(4-(difluoromethoxy)phenyl)-2-ethoxypyrido[4,3-d]pyrimidin-7(6H)-one FC(OC1=CC=C(C=C1)C=1C(NC=C2C1N=C(N=C2)OCC)=O)F